BrC1=C(N=C2N(C1=O)CC(N2C(C)C)=O)C(F)(F)F 6-Bromo-1-prop-2-yl-7-(trifluoromethyl)-3H-imidazo[1,2-a]pyrimidine-2,5-dione